2-(isothiazol-4-yl)-6-methyl-N-(3-phenylpropyl)thieno[2,3-d]pyrimidin-4-amine S1N=CC(=C1)C=1N=C(C2=C(N1)SC(=C2)C)NCCCC2=CC=CC=C2